NCCC[C@]1([C@H]([C@H]([C@@H](O1)N1C(=O)NC(=O)C=C1)O)O)CO 4'-aminopropyl-uridine